CC(C(=O)C1CCNCC1)C 2-methyl-1-(4-piperidinyl)-1-propanone